1-(3-(4-amino-1-isopropyl-1H-pyrazolo[4,3-c]pyridin-3-yl)isoxazol-5-yl)cyclopropan-1-ol benzyl-tert-butyl-(4-amino-3-hydroxy-4-oxobutane-1,2-diyl)dicarbamate C(C1=CC=CC=C1)N(C(=O)OC1(CC1)C1=CC(=NO1)C1=NN(C2=C1C(=NC=C2)N)C(C)C)CC(C(C(=O)N)O)N(C(O)=O)C(C)(C)C